P(OCC(CCCC)CC)(OCC(CCCC)CC)=O.[Nd] neodymium bis(2-ethylhexyl) phosphonate